4-((1R,3r,5S,6r)-6-(1-isopropyl-3-(5-(trifluoromethyl)pyridin-2-yl)-1H-pyrazol-5-yl)bicyclo[3.1.0]hexane-3-yl)morpholine C(C)(C)N1N=C(C=C1C1[C@H]2CC(C[C@@H]12)N1CCOCC1)C1=NC=C(C=C1)C(F)(F)F